C(C)OC(C\C=C\Br)=O (E)-4-bromobut-3-enoic acid ethyl ester